1-(2-ethylhexyl)-3-octadecylimidazolium formate C(=O)[O-].C(C)C(CN1C=[N+](C=C1)CCCCCCCCCCCCCCCCCC)CCCC